4-{[1,2,4]triazolo[1,5-a]pyridin-7-yloxy}aniline tert-butyl-((6-(4-fluorophenyl)-4-(4,4,5,5-tetramethyl-1,3,2-dioxaborolan-2-yl)pyridin-3-yl)methyl)carbamate C(C)(C)(C)N(C(O)=O)CC=1C=NC(=CC1B1OC(C(O1)(C)C)(C)C)C1=CC=C(C=C1)F.N=1C=NN2C1C=C(C=C2)OC2=CC=C(N)C=C2